C1(CCC1)N1C[C@@H]([C@H](CC1)NC(=O)C1=NOC(=C1)C1=C(C=C(C=C1)F)F)C(=O)O (3S,4S)-1-cyclobutyl-4-{[5-(2,4-difluoro-phenyl)-isoxazole-3-carbonyl]-amino}-piperidine-3-carboxylic acid